5-(2,2-difluoro-1,3-benzodioxol-5-yl)-2-(hydroxymethyl)-3,4-dihydropyridine-1(2H)-carboxylic acid tert-butyl ester C(C)(C)(C)OC(=O)N1C(CCC(=C1)C1=CC2=C(OC(O2)(F)F)C=C1)CO